C(C)(C)(C)OC(N(C)[C@@H]1C[C@@H](C1)OC1=C2C=NN(C2=CC(=C1)Br)C1OCCCC1)=O cis-N-[3-(6-bromo-1-tetrahydropyran-2-yl-indazol-4-yl)oxycyclobutyl]-N-methyl-carbamic acid tertiary Butyl ester